6-chloro-3-(chloromethyl)isoquinoline ClC=1C=C2C=C(N=CC2=CC1)CCl